O=C1NC(CCC1C1=C(C=C(C=C1F)N1CCN(CC1)C1=C(C#N)C=C(C=C1)C=O)F)=O 2-(4-(4-(2,6-dioxopiperidin-3-yl)-3,5-difluorophenyl)piperazin-1-yl)-5-formylbenzonitrile